C(CCC)[C@H]1COC(C=2C(=NC=3C=CC=NC3C2N1)NCC1=C(C=C(C=C1)OC)OC)=O (S)-2-butyl-6-((2,4-dimethoxybenzyl)amino)-2,3-dihydro-[1,4]oxaazepino[6,5-c][1,5]naphthyridin-5(1H)-one